CC1(OB(OC1(C)C)C=1CN(CC1)C(=O)OC(C)(C)C)C 2-methylpropan-2-yl 3-(4,4,5,5-tetramethyl-1,3,2-dioxaborolan-2-yl)-2,5-dihydro-1H-pyrrole-1-carboxylate